methyl (R)-5-(13-fluoro-10-methyl-l-1-oxo-1,2,4,4a,5,6,11,14-octahydro-3H,12H-pyrazino[1',2':5,6][1,5]oxazocino[2,3-g]quinoxalin-3-yl)picolinate FC=1C2=C(C=C3N=C(CNC13)C)OCC[C@H]1N(C2)C(CN(C1)C=1C=CC(=NC1)C(=O)OC)=O